Tert-butyl 7-(aminomethyl)-7-(1-methyl-1H-pyrazol-5-yl)-3-azabicyclo[4.1.0]heptane-3-carboxylate NCC1(C2CCN(CC12)C(=O)OC(C)(C)C)C1=CC=NN1C